T-butyl 3-cyclopropyl-5-(2-{6-methylimidazo[1,2-a]pyridin-2-yl} propanamido)-1H-pyrazole-1-carboxylate C1(CC1)C1=NN(C(=C1)NC(C(C)C=1N=C2N(C=C(C=C2)C)C1)=O)C(=O)OC(C)(C)C